BrC1=C(C=C(C=C1[N+](=O)[O-])F)C 2-bromo-5-fluoro-1-methyl-3-nitrobenzene